3-amino-1H-1,2,4-triazole-5-carbohydrazide NC1=NNC(=N1)C(=O)NN